OC(CN)C(C(C(CO)O)O)O 2,3,4,5,6-pentahydroxyhexylamine